2-(7-((2s,5r)-4-(1-(4-fluoro-2-(trifluoromethyl)phenyl)ethyl)-2,5-dimethylpiperazin-1-yl)-4-(methyl-d3)-5-oxo-4,5-dihydro-2H-pyrazolo[4,3-b]pyridin-2-yl)acetonitrile FC1=CC(=C(C=C1)C(C)N1C[C@@H](N(C[C@H]1C)C=1C=2C(N(C(C1)=O)C([2H])([2H])[2H])=CN(N2)CC#N)C)C(F)(F)F